diphenyl-[(trimethylsiloxy)dimethyl-siloxy]silane C1(=CC=CC=C1)[SiH](O[Si](C)(C)O[Si](C)(C)C)C1=CC=CC=C1